1,3-diallylpropylenediamine C(C=C)C(C(CCC=C)N)N